(4-(4-amino-5-(4-((dimethyl-(oxo)-lambda6-sulfanylidene)amino)phenyl)-7-methyl-7H-pyrrolo[2,3-d]pyrimidin-6-yl)phenyl)methacrylamide NC=1C2=C(N=CN1)N(C(=C2C2=CC=C(C=C2)N=S(=O)(C)C)C2=CC=C(C=C2)C=C(C(=O)N)C)C